C([C@@H]([C@@H](CO)O)O)C(=O)C(=O)[O-] The molecule is the conjugate base of 2-dehydro-3-deoxy-D-gluconic acid; major species at pH 7.3. It is a carbohydrate acid anion and a 2-oxo monocarboxylic acid anion. It is a conjugate base of a 2-dehydro-3-deoxy-D-gluconic acid.